4-(1-methoxy-1-methylethyl)-1-methylcyclohexene COC(C)(C)C1CC=C(CC1)C